(Z,E)-7,11-hexadecadienoic acid C(CCCCC\C=C/CC\C=C\CCCC)(=O)O